C(C)C1=CC(=CN(C1=O)C(C)C)C=1C=NC=C(C1)C=1C=C2CC(N(C2=CC1)C)=O 5-(5'-ethyl-1'-isopropyl-6'-oxo-1',6'-dihydro-[3,3'-bipyridin]-5-yl)-1-methylindolin-2-one